1-ethyl-1,2-dihydroisoquinoline C(C)C1NC=CC2=CC=CC=C12